3-(1-oxo-4-(3-((tetrahydro-2H-pyran-2-yl)oxy)prop-1-yn-1-yl)isoindolin-2-yl)piperidine-2,6-dione O=C1N(CC2=C(C=CC=C12)C#CCOC1OCCCC1)C1C(NC(CC1)=O)=O